CC1(C#N)C(C=CC=C1)N[C@H]([C@@H]1CNC2=C(N1)N=CC=C2)C2=CC=CC=C2 1-methyl-2-[[(S)-phenyl-[(3S)-1,2,3,4-tetrahydropyrido[2,3-b]pyrazin-3-yl]methyl]amino]benzonitrile